tetramercaptopentanol mercaptopropionate SC(C(=O)OC(C(CCC)(S)S)(S)S)C